6-(4-chlorobenzylamino)purine ClC1=CC=C(CNC2=C3NC=NC3=NC=N2)C=C1